4-((1-methylpiperidin-4-yl)amino)-1-(3-methyltetrahydrofuran-3-yl)-6-oxo-1,6-dihydropyridine-3-carboxylic acid methyl ester COC(=O)C1=CN(C(C=C1NC1CCN(CC1)C)=O)C1(COCC1)C